(Z)-3-(5-bromo-1-oxo-6-oxa-2,10a-diazacycloocta[cd]inden-2(1H,7H,10H)-yl)piperidine-2,6-dione BrC1=C2C=3N(C(N(C3C=C1)C1C(NC(CC1)=O)=O)=O)C\C=C/CO2